2-(3-(cyano(isocyano)methylene)-2,3-dihydro-1H-indene-1-ylidene)malononitrile C(#N)C(=C1CC(C2=CC=CC=C12)=C(C#N)C#N)[N+]#[C-]